3-((4-(5-chloro-2-oxopyridin-1(2H)-yl)phenyl)sulfonyl)-5-(2,6-dimethoxyphenyl)-6-(4-fluorophenyl)-4-hydroxypyridin-2(1H)-one ClC=1C=CC(N(C1)C1=CC=C(C=C1)S(=O)(=O)C=1C(NC(=C(C1O)C1=C(C=CC=C1OC)OC)C1=CC=C(C=C1)F)=O)=O